N1N=NC2=C1C=CC=C2CN(C(N)=O)CC2=CC=CC=1NN=NC12 N',N'-bis(benzotriazolylmethyl)urea